2-propyl-3,5-divinylbenzene C(CC)C1=CC=C(C=C1C=C)C=C